3-methyl-6-((2-methyl-5-nitrophenyl)amino)pyrido[3,2-d]pyrimidin-4(3H)-one CN1C=NC2=C(C1=O)N=C(C=C2)NC2=C(C=CC(=C2)[N+](=O)[O-])C